Ethyl-3-(3-Dimethylaminopropyl)Carbodiimid Hydrochloride Cl.C(C)N=C=NCCCN(C)C